C1(=CC=CC=2CCCCC12)C(C=O)(CCC)N1CCCC1 [2-(5,6,7,8-tetrahydronaphthyl)]-2-(N-pyrrolidinyl)-1-pentanone